NCCC=1C=NC(=NC1)C1=C(C=C(C#N)C=C1)OC=1N(N=C(C1)C1CC1)C(C)C 4-[5-(2-aminoethyl)pyrimidin-2-yl]-3-(5-cyclopropyl-2-propan-2-ylpyrazol-3-yl)oxybenzonitrile